N-((2-(((2R,4R)-2,4-dimethylpiperidin-1-yl)methyl)-5-fluoro-1H-indol-6-yl)methyl)-4-oxo-4H-pyrido[1,2-a]pyrimidine-2-carboxamide C[C@H]1N(CC[C@H](C1)C)CC=1NC2=CC(=C(C=C2C1)F)CNC(=O)C=1N=C2N(C(C1)=O)C=CC=C2